1-(benzyloxy)-1H-benzo[d]imidazol-2(3H)-one C(C1=CC=CC=C1)ON1C(NC2=C1C=CC=C2)=O